6-(8-ethynylnaphthalen-1-yl)-3-(((S)-1-methylpyrrolidin-2-yl)methoxy)-5,6,7,8-tetrahydro-2,6-naphthyridine-4-carbonitrile C(#C)C=1C=CC=C2C=CC=C(C12)N1CC=2C(=C(N=CC2CC1)OC[C@H]1N(CCC1)C)C#N